4-((1H-pyrazol-4-yl)methyl)-9-chloro-7-(5-fluoro-1H-indol-1-yl)-2,3,4,5-tetrahydrobenzo[f][1,4]oxazepine N1N=CC(=C1)CN1CCOC2=C(C1)C=C(C=C2Cl)N2C=CC1=CC(=CC=C21)F